3-(5-benzylthiophene-2-carbonyl)-5-chloro-N-(3-fluorophenyl)-2-hydroxy-1H-indole-1-carboxamide C(C1=CC=CC=C1)C1=CC=C(S1)C(=O)C1=C(N(C2=CC=C(C=C12)Cl)C(=O)NC1=CC(=CC=C1)F)O